1-(4-aminopyridin-3-yl)-2,2,2-trifluoroethanone NC1=C(C=NC=C1)C(C(F)(F)F)=O